FC=1C=C2N(CCN(C2=CC1)C1CN(C1)CC(C)C)C1=CC=C(C=C1)F 6-Fluoro-4-(4-fluorophenyl)-N-(1-isobutylazetidin-3-yl)-3,4-dihydroquinoxaline